(2S)-3-phenyl-2-[[(E)-3-thiophen-2-ylprop-2-enoyl]amino]propionic acid C1(=CC=CC=C1)C[C@@H](C(=O)O)NC(\C=C\C=1SC=CC1)=O